monocaproyl phosphate P(=O)(OC(CCCCC)=O)([O-])[O-]